NC1=NC(=NC(=N1)N)CCC=1N=C(NC1)CCCCCCCCCCC 2,4-diamino-6-(2'-undecylimidazolyl)ethyl-S-triazine